CC(C)C1=CN=C(S1)C=1C=C(C(=O)N)C=C(C1)O[C@H]1COCC1 3-[5-(prop-2-yl)-1,3-thiazol-2-yl]-5-[(3R)-tetrahydro-furan-3-yloxy]benzamide